CC(C(=O)NC1C(CNCC1)C1=CC=CC=C1)(COC1=NC=CC=C1C(F)(F)F)C 2,2-dimethyl-N-(3-phenylpiperidin-4-yl)-3-((3-(trifluoromethyl)pyridin-2-yl)oxy)propanamide